C(#N)C1=C(C=CC(=C1)F)N1N=CC(=C1C(F)(F)F)C(=O)NC=1C=NC(=C(C1)C#N)N1N=CC=N1 1-(2-cyano-4-fluorophenyl)-N-(5-cyano-6-(2H-1,2,3-triazol-2-yl)pyridin-3-yl)-5-(trisFluoromethyl)-1H-pyrazole-4-carboxamide